C(CCCCCC)OC(C/C=C/C=C)OCCCCCCC (3E)-6,6-diheptyloxy-1,3-hexadiene